6-Chloro-3-[(1R)-1-(3,6-dimethyl-2-oxazolo[5,4-b]pyridin-6-yl-4-oxo-chromen-8-yl)ethoxy]pyridine-2-sulfonamide ClC1=CC=C(C(=N1)S(=O)(=O)N)O[C@H](C)C=1C=C(C=C2C(C(=C(OC12)C=1C=C2C(=NC1)OC=N2)C)=O)C